4-bromo-3-((dimethylamino)methyl)aniline BrC1=C(C=C(N)C=C1)CN(C)C